NC=1C(=NON1)C(CC1=CC(=C(C=C1)Cl)Cl)=NO 1-(4-amino-1,2,5-oxadiazol-3-yl)-2-(3,4-dichlorophenyl)ethan-1-one oxime